diisopropoxy-di-(3-isopropoxycarbonyl-propanoyloxy)-silane C(C)(C)O[Si](OC(CCC(=O)OC(C)C)=O)(OC(CCC(=O)OC(C)C)=O)OC(C)C